ClC1=C(C=C(OCCCC2=C(N(C3=C(C=CC=C23)C=2C(=NNC2C)C)C)C(=O)OC(C)(C)C)C=C1C)C tert-butyl 3-(3-(4-chloro-3,5-dimethylphenoxy)propyl)-7-(3,5-dimethyl-1H-pyrazol-4-yl)-1-methyl-1H-indole-2-carboxylate